ClC1=NC=CC(=C1NC(=O)C=1C=NC(=NC1)C(C)C)C1=CCC(CC1)(F)F N-(2-chloro-4-(4,4-difluorocyclohex-1-en-1-yl)pyridin-3-yl)-2-isopropylpyrimidine-5-carboxamide